Cl.FC=1C=C(C=C(C1)F)C1(CCOCC1)CN (4-(3,5-difluorophenyl)tetrahydro-2H-pyran-4-yl)methylamine hydrochloride